tert-butyl 6-[3-cyano-4-(trifluoromethyl) phenoxy]-2-azaspiro[3.3]heptane-2-carboxylate C(#N)C=1C=C(OC2CC3(CN(C3)C(=O)OC(C)(C)C)C2)C=CC1C(F)(F)F